C(C=C)N(C=1C=CC2=C([Si](C3=C(C2C2=C(C=C(C=C2)C=2OCC(N2)(C)C)C)C=CC(=C3)N(C)C)(C)C)C1)C N3-Allyl-10-(4-(4,4-Dimethyl-4,5-Dihydrooxazol-2-yl)-2-Methylphenyl)-N3,N7,N7,5,5-Pentamethyl-5,10-Dihydrodibenzo[b,e]Siline-3,7-Diamine